2-((2-methyl-2H-tetrazol-5-yl)(phenyl)methyl)-2,6-diazaspiro[3.3]heptane CN1N=C(N=N1)C(N1CC2(C1)CNC2)C2=CC=CC=C2